[(2R,3R,4R,5S)-2,3,4,5,6-pentahydroxyhexyl] anisate C(C1=CC=C(C=C1)OC)(=O)OC[C@H]([C@H]([C@@H]([C@H](CO)O)O)O)O